N-{[(2R)-1,4-dioxan-2-yl]methyl}-4-methyl-2-[(oxan-4-yl)methyl]-8-(trifluoromethyl)-4,5-dihydro-2H-furo[2,3-g]indazole-7-carboxamide O1[C@@H](COCC1)CNC(=O)C1=C(C2=C(CC(C3=CN(N=C23)CC2CCOCC2)C)O1)C(F)(F)F